NC1=CC(=C2NC(CC(CCC[C@](C3=NN=C(C1=N2)O3)(O)C(F)(F)F)O)(C)C)C(F)(F)F (6R)-17-amino-12,12-dimethyl-6,15-bis(trifluoromethyl)-19-oxa-3,4,13,18-tetraazatricyclo[12.3.1.12,5]nonadeca-1(18),2,4,14,16-penta-ene-6,10-diol